C(C)(C)C1=C(C(=CC=C1)C(C)C)N=C=S 2,6-Diisopropylphenyl isothiocyanate